trimethyltin C[Sn](C)C